C1(=NC=CC2=CC=CC=C12)CC1=C(C=CC2=CC=CC=C12)O 1-(isoquinolin-1-ylmethyl)naphthalene-2-ol